3-amino-1-phenyl-2,3-dihydroquinolin-4(1H)-one hydrochloride Cl.NC1CN(C2=CC=CC=C2C1=O)C1=CC=CC=C1